C1(=CC=C(C=C1)C(C(C)(N1CCOCC1)C)=O)C1=CC=CC=C1 1-(biphenyl-4-yl)-2-methyl-2-morpholinylpropane-1-one